BrC1=CC=C(C=C1)C1=NC2=C(N1)C=CC(=C2)C 2-(4-bromophenyl)-5-methyl-1H-benzo[d]imidazole